ClC1=CC=C(C=C1)COC(NC1=CC=C(C=C1)CNC(=O)C1=CC(=NC=C1)C)=O.BrC=1C=C2CCO[C@H](C2=CC1)[C@H]1NCCC1 (S)-2-((R)-6-bromoisochroman-1-yl)pyrrolidine (4-chlorophenyl)methyl-N-(4-{[(2-methylpyridin-4-yl)formamido]methyl}phenyl)carbamate